(trans-4'-chloro-5-(4-methylpent-3-en-1-yl)-1,2,3,6-tetrahydro-[1,1'-biphenyl]-2-yl)(4-Methoxy-2,6-bis(methoxymethoxy)phenyl)methanone ClC1=CC=C(C=C1)[C@H]1[C@@H](CC=C(C1)CCC=C(C)C)C(=O)C1=C(C=C(C=C1OCOC)OC)OCOC